N-(3-methoxy-4-(3-((2-(piperidin-1-yl)ethyl)amino)-6-(pyrazolo[1,5-a]pyrimidin-3-yl)-1H-pyrazolo[4,3-c]pyridin-1-yl)phenyl)methanesulfonamide COC=1C=C(C=CC1N1N=C(C=2C=NC(=CC21)C=2C=NN1C2N=CC=C1)NCCN1CCCCC1)NS(=O)(=O)C